bromo-8-fluoro-2-(((2r,7as)-2-fluorohexahydro-1H-pyrrolizin-7a-yl)methoxy)-6-iodo-N,N-dimethylquinazolin-4-amine BrC1=C2C(=NC(=NC2=C(C=C1I)F)OC[C@]12CCCN2C[C@@H](C1)F)N(C)C